C(CCCCCCCCCCC)[N+](O)(C)C N-dodecyl-N,N-dimethyl-N-hydroxyammonium